C(C)(C)(C)OC(=O)N[C@@H](CC(=O)O)CC1=C(C=C(C(=C1)F)F)F (R)-3-t-Butoxycarbonylamino-4-(2,4,5-trifluorophenyl)butanoic acid